C(C(C)C)NC1CC(CCC1)N N-isobutylcyclohexane-1,3-diamine